hexahydropyrrolo[1,2-a]pyrazin-6(2H)-one hydrochloride Cl.C1C2N(CCN1)C(CC2)=O